NC=1C2=C(N=CN1)N(C=C2C2=CC=C(C1=C2OCO1)NC(=O)C1=CC2=CC=CC=C2C=C1)[C@H]1CNCCC1 (R)-N-(7-(4-Amino-7-(piperidin-3-yl)-7H-pyrrolo[2,3-d]pyrimidin-5-yl)benzo[d][1,3]Dioxol-4-yl)-2-naphthylcarboxamide